C(C(=C)C)(=O)N=C=O methacrylic, isocyanate